8-[(1-tert-Butoxycarbonyl-4-fluoro-piperidin-4-ylmethyl)-amino]-6-(1-methyl-1H-pyrazol-4-yl)-imidazo[1,2-a]pyrazine-2-carboxylic acid ethyl ester C(C)OC(=O)C=1N=C2N(C=C(N=C2NCC2(CCN(CC2)C(=O)OC(C)(C)C)F)C=2C=NN(C2)C)C1